O[C@H]1C[C@@H](CCC1)NC1=NC(=NC=C1C(=O)N)NC1CCC(CC1)OC 4-((1r,3r)-3-hydroxycyclohexylamino)-2-((1r,4r)-4-methoxycyclohexylamino)pyrimidine-5-carboxamide